N-(3-(4-(tert-butyl)phenyl)propyl)-2-ethyl-6-methylthieno[2,3-d]pyrimidin-4-amine C(C)(C)(C)C1=CC=C(C=C1)CCCNC=1C2=C(N=C(N1)CC)SC(=C2)C